(R)-1-(4-Chloro-3-fluorophenyl)-3-methylpyrrolidine-3-carbonyl chloride ClC1=C(C=C(C=C1)N1C[C@@](CC1)(C(=O)Cl)C)F